4-chloro-5-phenyl-1H-pyrrolo[2,3-b]Pyridine ClC1=C2C(=NC=C1C1=CC=CC=C1)NC=C2